(S)-4-(1-((3-(difluoromethyl)-1-methyl-1H-pyrazol-4-yl)sulfonyl)-1-fluoroethyl)piperidine-1-carboxylic acid tert-butyl ester C(C)(C)(C)OC(=O)N1CCC(CC1)[C@@](C)(F)S(=O)(=O)C=1C(=NN(C1)C)C(F)F